C(C1=CC=CC=C1)N(C(=O)C=1N=CC2=CC=CC=C2C1)C1CC2CCC(C1)N2S(=O)(=O)CCCC N-benzyl-N-(8-(butylsulfonyl)-8-azabicyclo[3.2.1]octan-3-yl)isoquinoline-3-carboxamide